[Pd].[Pd].CN(C)C(C(C)=O)CC1=CC=CC=C1.CN(C)C(C(C)=O)CC1=CC=CC=C1.CN(C)C(C(C)=O)CC1=CC=CC=C1 tris(dimethylaminobenzyl-acetone) dipalladium (0)